bis(3-(octyloxy)-2-((octyloxy)methyl)propyl) 3,3'-(((1-(2-(dimethylamino)ethyl)-1H-pyrazol-4-yl)methyl)azanediyl)dipropionate CN(CCN1N=CC(=C1)CN(CCC(=O)OCC(COCCCCCCCC)COCCCCCCCC)CCC(=O)OCC(COCCCCCCCC)COCCCCCCCC)C